C1(CC1)OC1=CC(=C(C(=N1)C(C)C)NC(=O)NS(=O)(=O)C=1C=NN2C1OCCC2)C(C)C N-((6-cyclopropoxy-2,4-diisopropylpyridin-3-yl)carbamoyl)-6,7-dihydro-5H-pyrazolo[5,1-b][1,3]oxazine-3-sulfonamide